The molecule is a hydrochloride composed of equimolar amounts of mexiletine and hydrogen chloride. It has a role as an anti-arrhythmia drug. It contains a mexiletine. CC1=C(C(=CC=C1)C)OCC(C)[NH3+].[Cl-]